Trans-N-[4-[5-[4-(benzylcarbamoylamino)-2-(tert-butylsulfamoyl)phenyl]thiazol-2-yl]cyclohexyl]carbamic acid isopropyl ester C(C)(C)OC(N[C@@H]1CC[C@H](CC1)C=1SC(=CN1)C1=C(C=C(C=C1)NC(NCC1=CC=CC=C1)=O)S(NC(C)(C)C)(=O)=O)=O